(R)-6-bromo-2-(ethylsulfonyl)-N-(1-(2-methyl-3-(trifluoromethyl)phenyl)-ethyl)pyrido[3,4-d]pyrimidin-4-amine BrC1=CC2=C(N=C(N=C2N[C@H](C)C2=C(C(=CC=C2)C(F)(F)F)C)S(=O)(=O)CC)C=N1